BrC1=C2C(=CNC2=CC=C1)C=O 4-bromoindole-3-formaldehyde